BrC1=CC=C(C=C1)C1CCC2=CCCN12 3-(4-bromophenyl)tetrahydro-1H-pyrrolizine